3-oxoisobenzofuran O=C1OCC2=CC=CC=C12